2-(2-((4-fluorobenzyl)thio)-4H-imidazo[4,5-b]pyridin-4-yl)-N-(2-methoxyphenyl)butanamide FC1=CC=C(CSC2=NC=3C(N(C=CC3)C(C(=O)NC3=C(C=CC=C3)OC)CC)=N2)C=C1